C(C)(C)C1=C(NC2=CC=C(C=C12)C1CCN(CC1)CC1COCC1)C=1C=C(C(N(C1)C)=O)C 5-(3-isopropyl-5-(1-((tetrahydrofuran-3-yl)methyl)piperidin-4-yl)-1H-indol-2-yl)-1,3-dimethylpyridin-2(1H)-one